C(=O)(O)C=CC=1C=C(C(=C(C(=O)O)C1)O)OC 5-(2-carboxyvinyl)-2-hydroxy-3-methoxybenzoic acid